(3-bromo-4-((7-(2,3-dihydrobenzo[b][1,4]dioxin-6-yl)benzo[d]isothiazol-3-yl)amino)benzyl)-L-serine BrC=1C=C(CN[C@@H](CO)C(=O)O)C=CC1NC1=NSC2=C1C=CC=C2C2=CC1=C(OCCO1)C=C2